(R)-2-(3-fluoro-5-(3-hydroxyoxetan-3-yl)-2-methoxyphenyl)-2-((R)-3-(methyl(5-(5,6,7,8-tetrahydro-1,8-naphthyridin-2-yl)pentyl)amino)pyrrolidin-1-yl)acetic acid FC=1C(=C(C=C(C1)C1(COC1)O)[C@H](C(=O)O)N1C[C@@H](CC1)N(CCCCCC1=NC=2NCCCC2C=C1)C)OC